C(C)(C)(C)OC(=O)N1CC(C1)CNC1CC1 3-[(cyclopropylamino)methyl]azetidine-1-carboxylic acid tert-butyl ester